4-epoxyhexenal C1(C(CC=CC)O1)=O